(6aS,8S)-8,11-dihydroxy-1,10-dioxo-N-(2,4,6-trifluorobenzyl)-1,3,4,5,6,7,8,10-octahydro-2,6a-methano[1,4]diazonino[9,1,2-cd]indolizine-9-carboxamide O[C@H]1C[C@@]23N4C(=C(C(C(=C14)C(=O)NCC1=C(C=C(C=C1F)F)F)=O)O)C(N(CCCC2)C3)=O